1,2-dihydro-2,3,1-benzodiazaborinin-1-ol B1(NN=CC2=C1C=CC=C2)O